O=C1N(CCC(N1)=O)C1=NC=C(C(=C1)CN1CCC(CC1)C=1SC2=C(N1)C=C(C(=C2)NC(C2=CN=C(C=C2)C(F)(F)F)=O)C(C)(C)O)F N-(2-(1-((2-(2,4-dioxotetrahydropyrimidin-1(2H)-yl)-5-fluoropyridin-4-yl)methyl)piperidin-4-yl)-5-(2-hydroxypropan-2-yl)benzo[d]thiazol-6-yl)-6-(trifluoromethyl)nicotinamide